4-trifluoromethyl-phenethylamine hydrochloride Cl.FC(C1=CC=C(CCN)C=C1)(F)F